5-[3-(azetidin-1-yl)propyl]-4-(trifluoromethyl)-1H-pyridin-2-one N1(CCC1)CCCC=1C(=CC(NC1)=O)C(F)(F)F